[N+](=O)([O-])C1=C(C=C2NC(C(NC2=C1)=O)=O)C#N 7-Nitro-2,3-dioxo-1,4-dihydroquinoxaline-6-carbonitrile